11,14,17,20-tetracosatetraenoic acid C(CCCCCCCCCC=CCC=CCC=CCC=CCCC)(=O)O